COC=1C=C(C=CC1)N1N=C(C=C1)CC(=O)OC methyl 2-[1-(3-methoxyphenyl)-1H-pyrazol-3-yl]acetate